N6-caproyl-adenosine triphosphate P(O)(=O)(OP(=O)(O)OP(=O)(O)O)OC[C@@H]1[C@H]([C@H]([C@@H](O1)N1C=NC=2C(NC(CCCCC)=O)=NC=NC12)O)O